9-benzylcarbazole-3,6-dicarboxaldehyde C(C1=CC=CC=C1)N1C2=CC=C(C=C2C=2C=C(C=CC12)C=O)C=O